[Zn].CC1=CC=C(CN2C=NC3=C2C=CC=C3)C=C1 1-(4-methylbenzyl)benzimidazole zinc